5-fluoro-N-isopropyl-N-methyl-2-(3-(1-((tetrahydro-2H-pyran-4-yl)methyl)piperidin-4-yl)-1H-pyrrolo[2,3-c]pyridin-1-yl)benzamide FC=1C=CC(=C(C(=O)N(C)C(C)C)C1)N1C=C(C=2C1=CN=CC2)C2CCN(CC2)CC2CCOCC2